(6,8-dichloro-1-methyl-3,4-dihydroisoquinolin-2(1H)-yl)((R)-4-(pyridin-3-yl)morpholin-2-yl)methanone ClC=1C=C2CCN(C(C2=C(C1)Cl)C)C(=O)[C@H]1CN(CCO1)C=1C=NC=CC1